FC(CNC(N(C1=NC=C(N=C1)C=1C=NC(=NC1)OC)[C@@H]1CC[C@H](CC1)NC1=NC=C(C(=N1)C=1C=NC=C(C1)S(=O)(=O)C)C(F)(F)F)=O)(C)F 3-(2,2-difluoropropyl)-1-(trans-4-((4-(5-(methanesulfonyl)pyridin-3-yl)-5-(trifluoromethyl)pyrimidin-2-yl)amino)cyclohexyl)-1-(5-(2-methoxypyrimidin-5-yl)pyrazin-2-yl)urea